FC=1C=CC(=C2CN(C(C12)=O)C1C(NC(CC1)=O)=O)SCCCCCCCN[C@@H]1[C@@]2(CC[C@H](C1)C2(C)C)C 3-(7-fluoro-1-oxo-4-((7-(((1R,2S,4R)-1,7,7-trimethylbicyclo[2.2.1]heptan-2-yl)amino)heptyl)thio)isoindolin-2-yl)piperidine-2,6-dione